(-)-prolyl alcohol N1[C@@H](CCC1)C(=O)O